6-(3-amino-6-(3-(azetidin-1-ylmethyl)-4-(tetrahydro-2H-pyran-4-yl)phenyl)-5-fluoropyrazin-2-yl)-7-fluoro-3,4-dihydroisoquinolin-1(2H)-one NC=1C(=NC(=C(N1)F)C1=CC(=C(C=C1)C1CCOCC1)CN1CCC1)C=1C=C2CCNC(C2=CC1F)=O